P(O)(O)(O)=O.C1(=CC=CC=C1)OC=CC1=CC=CC=C1 styryl phenyl ether phosphoric acid salt